butyl ((2-(3-(6-hydroxy-2-(4-methyl-4H-1,2,4-triazol-3-yl)spiro[3.3]heptan-2-yl)phenyl)-3-oxo-7-(trifluoromethyl)isoindolin-5-yl)methyl)(1-methylcyclobutyl)carbamate OC1CC2(CC(C2)(C2=NN=CN2C)C=2C=C(C=CC2)N2CC3=C(C=C(C=C3C2=O)CN(C(OCCCC)=O)C2(CCC2)C)C(F)(F)F)C1